ethylenedinitrilo-tetra-2-propanol C(CN(CC(C)O)CC(C)O)N(CC(C)O)CC(C)O